BrC=1C2(C3=CC4=C(OCCO4)C=C3C1)CCC(CC2)(C(=O)O)NC2=CC(=CC=C2)Cl 7'-bromo-4-(3-chloroanilino)-2',3'-dihydrospiro[cyclohexane-1,6'-indeno[5,6-b][1,4]dioxine]-4-carboxylic acid